(R)-6-(2-(ethoxymethoxy)-4-ethynylphenyl)-5-cyclobutyl-N-(1-methylpiperidin-3-yl)pyridazin-3-amine C(C)OCOC1=C(C=CC(=C1)C#C)C1=C(C=C(N=N1)N[C@H]1CN(CCC1)C)C1CCC1